O1NC=CC2=C1OC=C2 furo[3,2-e][1,2]oxazine